2-(1-methyl-2,6-dioxopiperidin-3-yl)isoindolin-1,3-dione CN1C(C(CCC1=O)N1C(C2=CC=CC=C2C1=O)=O)=O